COC(CCC[C@]1(C(C2=CC=CC=C2CC1)=O)CC(=O)OC)=O.FC1=CC=C(OC=2C=C(C=CC2O)/C=C/C(=O)NCCC2=CC=C(C=C2)O)C=C1 (E)-3-(3-(4-fluorophenoxy)-4-hydroxyphenyl)-N-(4-hydroxyphenylethyl)acrylamide Methyl-(R)-4-(2-(2-methoxy-2-oxoethyl)-1-oxo-1,2,3,4-tetrahydronaphthalen-2-yl)butanoate